N-[(3S)-3-Aminopyrrolidin-1-yl]sulfonyl-6-(3,4-difluorophenyl)-2-[(4S)-2,2,4-trimethylpyrrolidin-1-yl]pyridin-3-carboxamid N[C@@H]1CN(CC1)S(=O)(=O)NC(=O)C=1C(=NC(=CC1)C1=CC(=C(C=C1)F)F)N1C(C[C@@H](C1)C)(C)C